4-((2S,5R,M)-4-propenoyl-2,5-dimethylpiperazin-1-yl)-6-chloro-7-(2-fluorophenyl)-1-(2-isopropyl-4-methylpyridin-3-yl)pyrido[2,3-d]pyrimidin-2(1H)-one C(C=C)(=O)N1C[C@@H](N(C[C@H]1C)C=1C2=C(N(C(N1)=O)C=1C(=NC=CC1C)C(C)C)N=C(C(=C2)Cl)C2=C(C=CC=C2)F)C